ClC=1C(=C(C=CC1F)[C@H](N[S@](=O)C(C)(C)C)[C@H]1[C@@H](C1)C(F)(F)F)F |o1:8| (R)-N-((R or S)-(3-chloro-2,4-difluorophenyl)(trans-2-(trifluoromethyl)cyclopropyl)methyl)-2-methylpropane-2-sulfinamide